C(C1=CC=CC=C1)C1=NN=C(S1)N 5-benzyl-[1,3,4]thiadiazol-2-ylamine